(S)-2-{[7-(4-methylbenzyloxy)benzo[d][1,3]dioxol-4-yl]methylamino}propanamide CC1=CC=C(COC2=CC=C(C3=C2OCO3)CN[C@H](C(=O)N)C)C=C1